tert-butyl 1-ethynyl-2-azabicyclo[3.1.0]hexane-2-carboxylate C(#C)C12N(CCC2C1)C(=O)OC(C)(C)C